C(O)(O)=O.Cl[Cs] chloroCesium carbonate